FC1=CC=C(C=C1)C=1NC(SC1)N/N=C/C=1N=CC=2N(C3=CC=CC=C3C2C1)CC1=CC=CC=C1 4-(4-Fluorophenyl)-2-(((E)-(9-benzyl-β-carbolin-3-yl)methylene)hydrazino)-2,3-dihydrothiazole